C(C(=C)C)(=O)OCC.C(C(=C)C)(=O)OCC diethyl Dimethacrylate